C(C)(C)C1=NC(=C(C(=C1/C=C/C(CC(CC(=O)[O-])O)O)C1=CC=C(C=C1)F)COCCCCCC)C(C)C (E)-7-[2,6-diisopropyl-4-(4-fluorophenyl)-5-hexyloxy methyl-pyrid-3-yl]-3,5-dihydroxy-hept-6-enoate